COC1=C(C=CC=C1)C1=CC(=CC=C1)C1=CC=C(C=C1)C 2-methoxy-4''-methyl-1,1':3',1''-terphenyl